FC=1C(=C(C(=O)N)C=C(C1F)CC1=C(C(=NC=C1)NS(NC)(=O)=O)F)NC1=C(C=C(C=C1)SC)F 3,4-Difluoro-5-[[3-fluoro-2-(methylsulfamoylamino)pyridin-4-yl]methyl]-2-(2-fluoro-4-methylsulfanyl-anilino)benzamide